dilauroyl-lysine glutamate N[C@@H](CCC(=O)O)C(=O)O.C(CCCCCCCCCCC)(=O)N([C@@H](CCCCN)C(=O)O)C(CCCCCCCCCCC)=O